3,5-dichlorobenzyl 4-((4-(4-methyl-1H-imidazole-5-yl)phenyl)amino)piperidine-1-carboxylate CC=1N=CNC1C1=CC=C(C=C1)NC1CCN(CC1)C(=O)OCC1=CC(=CC(=C1)Cl)Cl